Methyl 5-acrylamido-2-((3-((4-chloro-3-(trifluoromethyl)phenyl)sulfonamido)-5-methylpyridin-2-yl)oxy)benzoate C(C=C)(=O)NC=1C=CC(=C(C(=O)OC)C1)OC1=NC=C(C=C1NS(=O)(=O)C1=CC(=C(C=C1)Cl)C(F)(F)F)C